2-methyl-5-[(3-methylcyclohexyl)oxy]Aniline 3-hydroxy-octadecanyl-acetate OC(CCCC(=O)O)CCCCCCCCCCCCCCC.CC1=C(N)C=C(C=C1)OC1CC(CCC1)C